C(C=C)(=O)N1[C@H](CN(CC1)C1=NC(=NC=2C[C@@H](CCC12)N1CCCC2=CC=C(C=C12)Cl)N1CC(C1)N(C)C)CC#N 2-((S)-1-Acryloyl-4-((R)-2-(3-(dimethylamino)azetidin-1-yl)-7-(7-chloro-3,4-dihydroquinolin-1(2H)-yl)-5,6,7,8-tetrahydroquinazolin-4-yl)piperazin-2-yl)acetonitrile